CS(=O)(=O)OC1=CC=C(C=2COCOCC21)F 9-fluoro-1,5-dihydro-2,4-benzodioxepin-6-yl methanesulfonate